Racemic-4,6-dichloro-2,3-dihydro-1H-inden-1-ol ClC1=C2CC[C@H](C2=CC(=C1)Cl)O |r|